S(=O)(=O)(O)O.C(CCC)C=1N(C(=NC1)C)CCCCCCCCCCCCCCCC butyl-2-methyl-3-hexadecylimidazole hydrogensulfate salt